7-Hydroxy-indolin OC=1C=CC=C2CCNC12